1-(3-((tert-butyldimethylsilyl)oxy)propyl)-5-chloro-7-(pyrrolidin-1-ylmethyl)-1H-pyrrolo[3,2-b]pyridine [Si](C)(C)(C(C)(C)C)OCCCN1C=CC2=NC(=CC(=C21)CN2CCCC2)Cl